C(#N)CNC(=O)N1C[C@@H]2[C@H](C1)CC(C2)NC2=C1C(=NC=C2C=2SC(=NN2)C)NC=C1 (3aR,5s,6aS)-N-(cyanomethyl)-5-((5-(5-methyl-1,3,4-thiadiazol-2-yl)-1H-pyrrolo[2,3-b]pyridin-4-yl)amino)hexahydrocyclopenta[c]pyrrole-2(1H)-carboxamide